ClC=1C=CC(=C(CNC2=C3N=CN(C3=NC(=N2)C=2C=NC=C(C2)Cl)[C@H]2[C@@H]([C@@H]([C@H](O2)C(=O)NC([2H])([2H])[2H])O)O)C1)F (2S,3S,4R,5R)-5-(6-(5-chloro-2-fluorobenzylamino)-2-(5-chloropyridin-3-yl)-9H-purin-9-yl)-3,4-dihydroxyl-N-((methyl-d3))-tetrahydrofuran-2-carboxamide